1,3-oxazole-5-carboxylate pentapotassium salt [K+].[K+].[K+].[K+].[K+].O1C=NC=C1C(=O)[O-].O1C=NC=C1C(=O)[O-].O1C=NC=C1C(=O)[O-].O1C=NC=C1C(=O)[O-].O1C=NC=C1C(=O)[O-]